C(C)(C)(C)OC(=O)N1C[C@@H](N(CC1)CC(=O)NC=1C=NC(=CC1)C1C(NC(CC1)=O)=O)C(F)(F)F (3R)-4-(2-((6-(2,6-dioxopiperidin-3-yl)pyridin-3-yl)amino)-2-oxoethyl)-3-(trifluoromethyl)piperazine-1-carboxylic acid tert-butyl ester